BrC1=CC=CC(=N1)N1C[C@@H](N([C@@H](C1)C)C(=O)OC(C)(C)C)C tert-butyl (2S,6R)-4-(6-bromopyridin-2-yl)-2,6-dimethylpiperazine-1-carboxylate